C(CCCCCCC)C1OCCC1 2-octyl-tetrahydrofuran